CC(C)CCNC N,3-dimethylbutan-1-amine